1-(3,4-dichlorophenyl)-6-((5-fluoropyridin-2-yl)amino)-1,2-dihydro-3H-pyrazolo[4,3-c]pyridin-3-one ClC=1C=C(C=CC1Cl)N1NC(C=2C=NC(=CC21)NC2=NC=C(C=C2)F)=O